FC1=NC=CC=C1C=1C=C2C(=CNC2=CC1)C(=O)NC1CCC(CC1)O 5-(2-fluoropyridin-3-yl)-N-((1r,4r)-4-hydroxycyclohexyl)-1H-indole-3-carboxamide